3-[5-[(tert-butyldimethylsilyl)oxy]pyridin-2-yl]-1-(1-phenylpiperidin-4-yl)urea [Si](C)(C)(C(C)(C)C)OC=1C=CC(=NC1)NC(NC1CCN(CC1)C1=CC=CC=C1)=O